3-bromo-5-(chlorosulfonyl)-2-fluorobenzoic acid BrC=1C(=C(C(=O)O)C=C(C1)S(=O)(=O)Cl)F